[125I]C=1C=C(C=C(C1)C(F)(F)F)COC1C(NCCC1)C1=CC=CC=C1 3-((3-(125I)iodo-5-(trifluoromethyl)phenyl)methoxy)-2-phenyl-piperidine